NC1=NC=NN2C1=CC=C2[C@]2([C@@H]([C@@H]([C@H](O2)COC(=O)OC[C@H](N(C)C)C(=O)OC2CCCC2)O)O)C#N cyclopentyl O-((((2R,3S,4R,5R)-5-(4-aminopyrrolo[2,1-f][1,2,4]triazin-7-yl)-5-cyano-3,4-dihydroxytetrahydrofuran-2-yl)methoxy)carbonyl)-N,N-dimethyl-L-serinate